N[C@H](C1=NC2=C(N1)C=C(C=C2)[C@H](NC(CC2CC(C2)(F)F)=O)C2CC2)C2C[C@H]1C([C@H]1C2)(F)F N-((R)-(2-((S)-amino((1R,3s,5S)-6,6-difluorobicyclo[3.1.0]hexan-3-yl)methyl)-1H-benzo[d]imidazol-6-yl)(cyclopropyl)methyl)-2-(3,3-difluorocyclobutyl)acetamide